C(#N)C(C(=O)NC=1C=CC=C2C(=CNC12)C1=CC(=NC=C1)NC(=O)C1CC1)C N-(4-(7-(2-Cyanopropanamido)-1H-indol-3-yl)pyridin-2-yl)cyclopropancarboxamid